N-(2,5-bis(piperidin-1-yl)thiazolo[4,5-b]pyridin-6-yl)-6-(1H-pyrazol-4-yl)pyridinecarboxamide N1(CCCCC1)C=1SC=2C(=NC(=C(C2)NC(=O)C2=NC(=CC=C2)C=2C=NNC2)N2CCCCC2)N1